(S)-4-benzyl-3-((R)-3-phenylbutanoyl)-oxazolidin-2-one C(C1=CC=CC=C1)[C@@H]1N(C(OC1)=O)C(C[C@@H](C)C1=CC=CC=C1)=O